(R)-(4-chloro-2-(2-methoxy-7-methylquinoxalin-5-yl)-7,8-dihydro-[1,4]dioxino[2',3':3,4]benzo[1,2-d]thiazol-7-yl)methyl (5-chloropyridin-3-yl)carbamate ClC=1C=C(C=NC1)NC(OC[C@@H]1OC2=C(C3=C(N=C(S3)C3=C4N=CC(=NC4=CC(=C3)C)OC)C(=C2)Cl)OC1)=O